CN(C)CCN1N=C(C=C1C)C1=NN2C(N=C(C=C2N2CCOCC2)N2N=C(C=C2)C=2C=C(C=CC2)C)=C1 N,N-dimethyl-2-(5-methyl-3-(7-morpholino-5-(3-(m-tolyl)-1H-pyrazol-1-yl)pyrazolo[1,5-a]pyrimidin-2-yl)-1H-pyrazol-1-yl)ethylamine